CCO[Si](OC)(OC)CCCNCCN1CCNCC1 methylpiperazinoethylaminopropyltrimethoxysilane